N-(2-ethylphenyl)-N'-(2-ethoxy-5-tert-butylphenyl)oxalamide C(C)C1=C(C=CC=C1)NC(C(=O)NC1=C(C=CC(=C1)C(C)(C)C)OCC)=O